C1(=CC=CC=C1)C=1C(=NN(C1)CC1=CC=C(C=C1)C1=NOC(=N1)C(F)(F)F)C(=O)OCC ethyl 4-phenyl-1-[[4-[5-(trifluoromethyl)-1,2,4-oxadiazol-3-yl] phenyl]methyl]pyrazole-3-carboxylate